COC=1C=C2C=CC(=NC2=CC1)C#N 6-Methoxy-Quinoline-2-Carbonitrile